ClC=1C=C(C(=O)NC2=C3C(N(C=NC3=CC=C2)CC2=NC=CC=C2Cl)=O)C=C(C1O)Cl 3,5-dichloro-N-(3-((3-chloropyridin-2-yl)methyl)-4-oxo-3,4-dihydroquinazolin-5-yl)-4-hydroxybenzamide